3-[3-[[[4-[(dimethylamino)methyl]phenyl]amino]phenylmethylene]-2,3-dihydro-2-oxo-1H-indol-6-yl]-N-ethyl-2-propynamide CN(C)CC1=CC=C(C=C1)NC(=C1C(NC2=CC(=CC=C12)C#CC(=O)NCC)=O)C1=CC=CC=C1